O=C1C[C@H]2N(C3=C(OC2)C(=C(C=C3)C(=O)OC)C(=O)OC)CC1 dimethyl (R)-8-oxo-6,6a,7,8,9,10-hexahydrobenzo[b]pyrido[1,2-d][1,4]oxazine-3,4-dicarboxylate